ClC1=NC2=C(C=C(C=C2C(=N1)Cl)OC)Cl 2,4,8-trichloro-6-methoxyquinazoline